3-((3-benzylpyrrolidin-1-yl)carbonyl)-1,5,7-trimethyl-1,5-dihydro-4H-pyrrolo[3,2-c]pyridin-4-one C(C1=CC=CC=C1)C1CN(CC1)C(=O)C1=CN(C2=C1C(N(C=C2C)C)=O)C